C(C)(C)C1=CC=C(C=C1)N1N=C(C=C1C1=CC=C(C#N)C=C1)C(=O)N1C[C@@H](CCC1)NC (R)-4-(1-(4-Isopropylphenyl)-3-(3-(methylamino)piperidin-1-carbonyl)-1H-pyrazol-5-yl)benzonitril